C(#N)C1N(CCSC1)C(=O)C1=NN(C=2N(C([C@H]([C@H](C21)C2CC2)NC(C2=CC(=CC=C2)C(F)(F)F)=O)=O)CC)C2=CC=CC=C2 N-((4S,5S)-3-(3-cyanothiomorpholine-4-carbonyl)-4-cyclopropyl-7-ethyl-6-oxo-1-phenyl-4,5,6,7-tetrahydro-1H-pyrazolo[3,4-b]pyridin-5-yl)-3-(trifluoromethyl)benzamide